NC=1C(=NC(=C(N1)C(=O)NC[C@@H](C(=O)O)COCC1=CC=CC=C1)N)C(=O)NC[C@@H](C(=O)O)COCC1=CC=CC=C1 (2R,2'R)-3,3'-((3,6-diaminopyrazine-2,5-dicarbonyl)bis(azanediyl))bis(2-((benzyloxy)methyl)propanoic Acid)